C(#C)C=1C=NC2=C(C=C(C=C2C1)OC(C(=O)N)CC)C 2-[(3-ethynyl-8-methyl-6-quinolyl)oxy]butanamide